5-(1-(Hydroxycyclobutyl)pyrimidin-2-yl)piperazine-1-carboxylate OC1(CCC1)N1C(N=CC=C1)C1NCCN(C1)C(=O)[O-]